COC=1C=C(C=C(C1)OC)N1C(C2=CC=CC=C2C(=N1)C(=O)N1CCN(CC1)C1=C(C=CC=C1)F)=O 2-(3,5-dimethoxyphenyl)-4-[[4-(2-fluorophenyl)-1-piperazinyl]carbonyl]-1(2H)-phthalazinone